FC1=CC(=CC2=C1N(C(=N2)C=2N1C(CN(C=3C=CC=C(C2)C13)CCCO)C(C)C)C)C(=O)O 7-fluoro-2-[9-(3-hydroxypropyl)-11-isopropyl-1,9-diazatricyclo[6.3.1.04,12]dodeca-2,4,6,8(12)-tetraen-2-yl]-1-methyl-benzimidazole-5-carboxylic acid